N1(CCOCC1)C1=CC=C(C=C1)NC1=NC2=C(C=CC=C2C=N1)C=1C=C(C=CC1)NC(C)=O N-(3-(2-((4-morpholinylphenyl)amino)quinazolin-8-yl)phenyl)acetamide